CC1(C2=CC=CC(=C2OC=2C(=CC=CC12)P(C1=CC=CC=C1)C1=C(C=CC=C1)OC)P(C1=CC=CC=C1)C1=C(C=CC=C1)OC)C (1S,1'S)-(+)-(9,9-Dimethyl-9H-xanthene-4,5-diyl)bis((2-methoxyphenyl)(phenyl)phosphine)